tert-Butyl 4-(1-cyano-1-(3-ethyl-2-methoxyquinolin-7-yl)ethyl)piperazine-1-carboxylate C(#N)C(C)(C1=CC=C2C=C(C(=NC2=C1)OC)CC)N1CCN(CC1)C(=O)OC(C)(C)C